ClC1=CC(=C(C=N1)C1=NC=CC=C1OC)NC(CCCO)C 4-((6'-Chloro-3-methoxy-[2,3'-bipyridin]-4'-yl)amino)pentan-1-ol